C(C1=CC=CC=C1)N1CC2(C=CC(C1)N2C(=O)OC(C)(C)C)C tert-Butyl 3-benzyl-1-methyl-3,8-diazabicyclo[3.2.1]oct-6-ene-8-carboxylate